C(C1=CC=CC=C1)OC=1C(=C(C=C(C1C(=O)N1CC2=CC=C(C=C2C1)CN1CCNCC1)C1=C(C=CC(=C1)C)S(=O)(=O)[O-])C1=C(C=CC(=C1)C)S(=O)(=O)[O-])C 5-(benzyloxy)-4-methyl-6-(5-(piperazin-1-ylmethyl) isoindoline-2-carbonyl)-1,3-phenylenebis(4-methylbenzenesulfonate)